C(C)N1N=CC(=N1)NC1=CC(=C(N=N1)C(=O)NC([2H])([2H])[2H])NC1=C(C(=CC=C1)C1=NC=CC=N1)OC 6-((2-Ethyl-2H-1,2,3-triazol-4-yl)amino)-4-((2-methoxy-3-(pyrimidin-2-yl)phenyl)amino)-N-(methyl-d3)pyridazine-3-carboxamide